O(C1=C(C=CC=C1)O)C1=C(C=CC=C1)O oxo-diphenol